3-(5-(1-((3-(2-isopropylpyridin-3-yl)-4-oxo-3,4-dihydroquinazolin-6-yl)methyl)piperidin-4-yl)-1-oxoisoindolin-2-yl)piperidine-2,6-dione C(C)(C)C1=NC=CC=C1N1C=NC2=CC=C(C=C2C1=O)CN1CCC(CC1)C=1C=C2CN(C(C2=CC1)=O)C1C(NC(CC1)=O)=O